7-(7-(((1S,2R,3S,4R)-3-((4-Fluoro-3-(trifluoromethyl)phenyl)carbamoyl)bicyclo[2.2.1]heptan-2-yl)carbamoyl)-6-methoxybenzo[d]thiazol-2-yl)-7-azaspiro[3.5]nonane-2-carboxylic Acid FC1=C(C=C(C=C1)NC(=O)[C@@H]1[C@@H]([C@H]2CC[C@@H]1C2)NC(=O)C2=C(C=CC=1N=C(SC12)N1CCC2(CC(C2)C(=O)O)CC1)OC)C(F)(F)F